3-(2,2-dimethoxyethyl)-1-(2-fluoro-5-methoxy-4-((1S,2S)-6-((2-methoxyethoxy)methoxy)-2-phenyl-1,2,3,4-tetrahydronaphthalen-1-yl)phenyl)azetidine COC(CC1CN(C1)C1=C(C=C(C(=C1)OC)[C@H]1[C@H](CCC2=CC(=CC=C12)OCOCCOC)C1=CC=CC=C1)F)OC